(4-Fluoro-7-methyl-1H-benzo[d]imidazol-2-yl)(6-methyl-3-(trifluoromethyl)-5,6-dihydroimidazo[1,5-a]pyrazin-7(8H)-yl)methanone FC1=CC=C(C=2NC(=NC21)C(=O)N2CC=1N(CC2C)C(=NC1)C(F)(F)F)C